(2-(4-(tert-butyl)-2-iodophenoxy)-5-(trifluoromethyl)phenyl)acetamide C(C)(C)(C)C1=CC(=C(OC2=C(C=C(C=C2)C(F)(F)F)CC(=O)N)C=C1)I